ClC1=C(C=CC=C1)CN1N=C(C=C1C1=CC=C(C=C1)F)COC(C(=O)O)(C)C 2-([1-[(2-Chlorophenyl)methyl]-5-(4-fluorophenyl)1H-pyrazol-3-yl]methoxy)-2-methylpropanoic acid